tert-butyl 4-[1-(4,4-difluorocyclohexyl)-5-methyl-pyrazol-3-yl]piperazine-1-carboxylate FC1(CCC(CC1)N1N=C(C=C1C)N1CCN(CC1)C(=O)OC(C)(C)C)F